ClC1=CC(=C(C=N1)COC1=C(C=CC(=N1)C1=C(C(=C(CC2=NC3=C(N2[C@@H]2COCC2(C)C)C=C(C=C3)C(=O)O)C(=C1)F)F)F)F)OC (S)-2-(4-(6-((6-chloro-4-methoxypyridin-3-yl)methoxy)-5-fluoropyridin-2-yl)-2,3,6-trifluorobenzyl)-1-(4,4-dimethyltetrahydrofuran-3-yl)-1H-benzo[d]imidazole-6-carboxylic acid